COC1=CC=C(COC2=CC(=C3C(=C(NC3=C2C(=O)N)C)C)C2=C(C(=CC=C2)N2C=NC3=CC=CC=C3C2=O)C)C=C1 6-(4-methoxybenzyloxy)-2,3-dimethyl-4-(2-methyl-3-(4-oxoquinazolin-3(4H)-yl)phenyl)-1H-indole-7-carboxamide